N-(6-bromopyridin-2-yl)-2-chloro-N-(2,2-difluoroethyl)-6-fluoroquinazolin-4-amine BrC1=CC=CC(=N1)N(C1=NC(=NC2=CC=C(C=C12)F)Cl)CC(F)F